aminooxy nitrate [N+](=O)(OON)[O-]